5-methylpyrimidin-2-amine CC=1C=NC(=NC1)N